CN(OC)C([C@H](CO[Si](C(C)(C)C)(C)C)NC(OCC1=CC=CC=C1)=O)=O (S)-benzyl (3,8,8,9,9-pentamethyl-4-oxo-2,7-dioxa-3-aza-8-siladecan-5-yl)carbamate